N1C=C(C2=CC=CC=C12)CC(=O)NC=1[Se]C(=CN1)C(=O)NC1=CC(=CC=C1)F (3-indoleacetamido)-N-(3-fluorophenyl)-1,3-selenazole-5-carboxamide